BrC1=CC=CC2=C1C=C(S2)C(=O)O 4-bromobenzothiophene-2-carboxylic acid